C(C1=CC=CC=C1)C(C(=O)NC=1C(=NC2=C(C=CC=C2C1)F)C)(CC1(CC1)C)C 2-benzyl-N-(8-fluoro-2-methyl-3-quinolyl)-2-methyl-3-(1-methyl-cyclopropyl)propan-amide